(1s,2s,5r)-1-hydroxy-N-((2RS)-2-hydroxy-2-phenylethyl-2-d)-2-isopropyl-5-methylcyclohexane-1-carboxamide O[C@@]1([C@@H](CC[C@H](C1)C)C(C)C)C(=O)NC[C@@]([2H])(C1=CC=CC=C1)O |&1:15|